titanium dioxide, zirconium salt [Zr+4].[O-2].[O-2].[Ti+4]